bis-(aminomethyl)-tricyclo[5.2.1.02,6]Decane NCC12C3(CCC(C2CCC1)C3)CN